(R)-4-(1-fluoro-1-((3-fluorophenyl)sulfonyl)ethyl)-N-(6-(hydroxy-methyl)pyridin-3-yl)piperidine-1-carboxamide F[C@](C)(S(=O)(=O)C1=CC(=CC=C1)F)C1CCN(CC1)C(=O)NC=1C=NC(=CC1)CO